N1C(=NCC1)NC1=C(C(=CC=C1)C)C N-(2-imidazolin-2-yl)-2,3-dimethylaniline